2,4,6-triisopropylbenzenesulfonic acid, sodium salt [Na+].C(C)(C)C1=C(C(=CC(=C1)C(C)C)C(C)C)S(=O)(=O)[O-]